C(C)(C)N1C2=NC(=NC(=C2N=C1)NC1CCNCC1)C 9-isopropyl-2-methyl-N-(piperidin-4-yl)-9H-purin-6-amine